CS(=O)(=O)C=1C=C(C=CC1)C1=NN2C(=NC=3C=CC=CC3C2=N1)NC=1C(N=CC=CC1)=O (3R,S)-3-({2-[3-(S-methylsulfonyl)phenyl][1,2,4]triazolo[1,5-c]quinazolin-5-yl}amino)azepin-2-one